C(C)(C)(C)N=C(CCC(=O)O)C 4-(tert-butylimino)pentanoic acid